ethyl 5-((6-((tert-butoxycarbonyl) amino) pyrimidin-4-yl) amino)-3-chloro-1-(4-methoxybenzyl)-6-oxo-1,6-dihydropyridine-2-carboxylate C(C)(C)(C)OC(=O)NC1=CC(=NC=N1)NC1=CC(=C(N(C1=O)CC1=CC=C(C=C1)OC)C(=O)OCC)Cl